C(C)(C)(C)OC(CCCCCOC1=CC=CC2=C3N(N=C12)C[C@H](N1C3=CC(C(=C1)C(=O)OCC)=O)C(C)(C)C)=O ethyl (R)-10-((6-(tert-butoxy)-6-oxohexyl) oxy)-6-(tert-butyl)-2-oxo-6,7-dihydro-2H-pyrido[2',1':3,4]pyrazino[1,2-B]indazole-3-carboxylate